[4-(aminomethyl)phenyl]boronic acid HCl salt Cl.NCC1=CC=C(C=C1)B(O)O